C1=CC=CC=2C3=CC=CC=C3C(C12)COC(=O)N1[C@@H]([C@@H](CC1)O)C(=O)O (2S,3R)-1-(9H-fluoren-9-ylmethoxycarbonyl)-3-hydroxy-pyrrolidine-2-carboxylic acid